(2s,4s)-4-(((9H-fluoren-9-yl)methoxy)carbonylamino)-2-((R)-1,2,3,4-tetrahydronaphthalen-1-ylcarbamoyl)pyrrolidine-1-carboxylic acid tert-butyl ester C(C)(C)(C)OC(=O)N1[C@@H](C[C@@H](C1)NC(=O)OCC1C2=CC=CC=C2C=2C=CC=CC12)C(N[C@@H]1CCCC2=CC=CC=C12)=O